4-(3-fluorophenyl)-3-methyl-1H-pyrazole-5-carboxylate FC=1C=C(C=CC1)C=1C(=NNC1C(=O)[O-])C